methyl 2-(N-(4-chlorobenzo[d]isoxazol-3-yl)sulfamoyl)benzoate ClC1=CC=CC2=C1C(=NO2)NS(=O)(=O)C2=C(C(=O)OC)C=CC=C2